(RS)-6-(tert-butyl)-2-chloro-5,6,7,8-tetrahydroquinolin-3-ol C(C)(C)(C)[C@H]1CC=2C=C(C(=NC2CC1)Cl)O |r|